(1,10-phenanthroline) iridium (I) [Ir+].N1=CC=CC2=CC=C3C=CC=NC3=C12